C(=C)C(CC)(C=C)C=C trivinyl-propane